NCC1=C(C=C(C=N1)N1C2CN(C(C1)C2)C(=O)OC(C)(C)C)Cl tert-butyl 5-[6-(aminomethyl)-5-chloropyridin-3-yl]-2,5-diazabicyclo[2.2.1]heptane-2-carboxylate